C(CCC)C(COC(CCCCCN(CCCCCCCC(=O)OC(CCCCCCCC)CCCCCCCC)CC(CCCCNC(=O)C1=CNC=C1)O)=O)CCCCCC heptadecan-9-yl 8-((6-((2-butyloctyl)oxy)-6-oxohexyl)(2-hydroxy-6-(1H-pyrrole-3-carboxamido)hexyl)Amino)octanoate